2,5-furandicarboxaldehyde O1C(=CC=C1C=O)C=O